N-decyl-4-(dimethylamino)-N-[1-(oxan-2-yloxy)hexadecan-7-yl]butanamide C(CCCCCCCCC)N(C(CCCN(C)C)=O)C(CCCCCCOC1OCCCC1)CCCCCCCCC